trans-4-[(2,6-dichloro-4-pyridinyl)-difluoro-methyl]cyclohexanecarboxylic acid ClC1=NC(=CC(=C1)C([C@@H]1CC[C@H](CC1)C(=O)O)(F)F)Cl